C(C=C)(=O)NCCC[N+](CC1=CC=CC=C1)(C)C acrylamidopropyldimethylbenzyl-ammonium